lead-bismuth-silicon oxide [Si]=O.[Bi].[Pb]